4-(6-morpholino-2-((triisopropylsilyl)ethynyl)-1H-benzo[d]imidazol-1-yl)aniline O1CCN(CC1)C=1C=CC2=C(N(C(=N2)C#C[Si](C(C)C)(C(C)C)C(C)C)C2=CC=C(N)C=C2)C1